COC[C@@H]1C[C@H](C1)NC1=NN2C(C=N1)=C(C=C2)C=2C=NC=1N(C2)C(=CN1)C N-(trans-3-(methoxymethyl)cyclobutyl)-5-(3-methylimidazo[1,2-a]pyrimidin-6-yl)pyrrolo[2,1-f][1,2,4]triazin-2-amine